CC(CCOC=1C=C(C=C(C1)F)C1=C(N=C(S1)NS(=O)(=O)C1=CC(=NC=C1)F)C1=C(C=CC=C1)C(C)C)(C)C N-(5-(3-(3,3-dimethylbutoxy)-5-fluorophenyl)-4-(2-isopropylphenyl)thiazol-2-yl)-2-fluoropyridine-4-sulfonamide